CCCCC[C@@H](/C=C/[C@@H]1[C@H](C=CC1=O)C/C=C\\CCCC(=O)[O-])O The molecule is a prostaglandin carboxylic acid anion that is the conjugate base of prostaglandin J2, obtained by deprotonation of the carboxy group; major species at pH 7.3. It is a conjugate base of a prostaglandin J2.